5-bromo-2-chloro-3-(methylthio)pyridine BrC=1C=C(C(=NC1)Cl)SC